C(CCC)C1=NC=2C(=C(N=NC2N)NC(C)C)N1 2-butyl-N7-isopropyl-1H-imidazo[4,5-d]pyridazine-4,7-diamine